COC1=CC(=C(C#N)C=C1)N1N=CC(=C1)C1=CN(C(C=C1C1=CNC(C=C1)=O)=O)C 4-Methoxy-2-[4-(1'-methyl-6,6'-dioxo-1,6,1',6'-tetrahydro-[3,4']bipyridinyl-3'-yl)-pyrazol-1-yl]-benzonitrile